[Si](C)(C)(C(C)(C)C)OCCC=1N=C(SC1[Sn](CCCC)(CCCC)CCCC)C1CCN(CC1)C(=O)OC(C)(C)C tert-butyl 4-(4-(2-((tert-butyldimethylsilyl)oxy)ethyl)-5-(tributylstannyl)thiazol-2-yl)piperidine-1-carboxylate